C(#N)C=1C(=C2C(=[N+](C1)[O-])CCC2)C 3-Cyano-4-methyl-6,7-dihydro-5H-cyclopenta[b]pyridine 1-oxide